(6-((2-((2-methoxy-5-(1-methyl-1H-pyrazol-4-yl)-4-(7-oxa-2-azaspiro[3.5]nonane-2-yl)phenyl)amino)-7H-pyrrolo[2,3-d]pyrimidin-4-yl)amino)quinoxalin-5-yl)dimethyl-phosphine oxide COC1=C(C=C(C(=C1)N1CC2(C1)CCOCC2)C=2C=NN(C2)C)NC=2N=C(C1=C(N2)NC=C1)NC=1C(=C2N=CC=NC2=CC1)P(C)(C)=O